(+/-)-N-[(3R,4S)-3-fluoro-1-methylpiperidin-4-yl]-2-(5-{[(4-methanesulfonyl-2-methoxyphenyl)amino]methyl}-1,3,4-thiadiazol-2-yl)-1-(2,2,2-trifluoroethyl)-1H-indol-4-amine F[C@@H]1CN(CC[C@@H]1NC=1C=2C=C(N(C2C=CC1)CC(F)(F)F)C=1SC(=NN1)CNC1=C(C=C(C=C1)S(=O)(=O)C)OC)C |r|